itaconic acid diethylester C(C)OC(C(=C)CC(=O)OCC)=O